BrC(C)C1=CC=2C(=NON2)C=C1 5-(1-bromoethyl)benzo[c][1,2,5]oxadiazole